C1=C2C3=C(COC2=CC(=C1)O[Si](C)(C)C(C)(C)C)C=C(C=C3)O[Si](C)(C)C(C)(C)C ((6H-benzo[c]chromene-3,8-diyl)bis(oxy))bis(tert-butyldimethylsilane)